O=C1N(C(CC1)=O)N(C(O)=O)CCCCCCCCCCCCCCCC.FC=1C=C(C(=C(N)C1)OC)C1=NC=CC=N1 5-fluoro-2-methoxy-3-(pyrimidine-2-yl)aniline 2,5-dioxopyrrolidin-1-yl-hexadecylcarbamate